(S)-6-methyl-4-(methylthio)-2-(trifluoromethyl)-6,7-dihydropyrazolo[1,5-a]pyrazine hydroiodic acid salt I.C[C@@H]1N=C(C=2N(C1)N=C(C2)C(F)(F)F)SC